methyl (2Z)-3-phenyl-3-[1-(trifluoromethyl)cyclopropyl]prop-2-enoate C1(=CC=CC=C1)/C(=C/C(=O)OC)/C1(CC1)C(F)(F)F